BrC1=C(C=C(C(=O)N2CC=3N=C(N(C(C3C[C@H]2C)=O)C2=CC=C(C=C2)C2=NN=CN2C)S(=O)C)C=C1)C(F)(F)F (6R)-7-(4-bromo-3-(trifluoromethyl)benzoyl)-6-methyl-3-(4-(4-methyl-4H-1,2,4-triazol-3-yl)phenyl)-2-(methylsulfinyl)-5,6,7,8-tetrahydropyrido[3,4-d]pyrimidin-4(3H)-one